FC(C(=NO)C1=CC=C(C=C1)OC)(F)F 2,2,2-trifluoro-1-(4-methoxyphenyl)ethanone oxime